C[C@@H](CC1=CC(=C(C=C1)O)OC)[C@H](C)CC2=CC(=C(C(=C2)OC)O)OC The molecule is a lignan that is 2,3-diemthylbutane substituted by a 4-hydroxy-3-methoxyphenyl group at position 4 and a 4-hydroxy-3,5-dimethoxyphenyl group at position 1. It has been isolated from the bark of Machilus robusta. It has a role as a plant metabolite. It is a dimethoxybenzene, a member of phenols and a lignan.